ClC1=NC=C(C(=C1)C1=C(C=NC(=C1)C)C(=O)NC=1SC2=C(N1)CC[C@@H](C2)C(=O)N2C[C@H](CC2)O)OC 2'-Chloro-N-((S)-6-((S)-3-hydroxypyrrolidine-1-carbonyl)-4,5,6,7-tetrahydrobenzo[d]thiazol-2-yl)-5'-methoxy-6-methyl-[4,4'-bipyridine]-3-carboxamide